2,6-bis((R)-4-isobutyl-4,5-dihydro-oxazol-2-yl)pyridine C(C(C)C)[C@H]1N=C(OC1)C1=NC(=CC=C1)C=1OC[C@H](N1)CC(C)C